4-[(2-chloro-7,7-dimethyl-spiro[6H-thieno[3,2-c]pyran-4,4'-piperidine]-1'-yl)methyl]pyrazol ClC1=CC2=C(C(COC23CCN(CC3)CC=3C=NNC3)(C)C)S1